6-iodo-2-methyl-3-(trifluoromethyl)phenol IC1=CC=C(C(=C1O)C)C(F)(F)F